[N+](=O)([O-])C1=C(C=CC(=C1)[N+](=O)[O-])[O-].N[N+]1=CC(=CC(=C1)C(=O)OC)OC 1-Amino-3-methoxy-5-(methoxycarbonyl)pyridin-1-ium 2,4-dinitrophenolate salt